6'-Bromo-1-(2,2,2-trifluoroethyl)-3'H-spiro[azetidine-3,1'-isobenzofuran] BrC1=CC=C2COC3(C2=C1)CN(C3)CC(F)(F)F